2-(N-(3-chloro-4-(cyclopropylmethoxy)phenyl)-3-(triisopropylsilyl)propiolamido)-N-(2,2-dimethoxyethyl)-3,3-dimethylbutanamide ClC=1C=C(C=CC1OCC1CC1)N(C(C#C[Si](C(C)C)(C(C)C)C(C)C)=O)C(C(=O)NCC(OC)OC)C(C)(C)C